C(#N)N1C[C@@H](CC1)N(C(=O)C=1NC2=CC=C(C=C2C1)C=1C=NN(C1)C)C (R)-N-(1-cyanopyrrolidin-3-yl)-N-methyl-5-(1-methyl-1H-pyrazol-4-yl)-1H-indole-2-carboxamide